N1C=CC=2C(=CC=NC12)C=O 7-azaindole-4-formaldehyde